NC=1N=CC(=NC1C1=NN(C(C=C1)=O)C1=CC(=CC(=C1)OC)OC)C=1C=NN(C1)C[C@H]1CN(C2(CC2)CO1)C(=O)OC(C)(C)C tert-butyl (R)-6-((4-(5-amino-6-(1-(3,5-dimethoxyphenyl)-6-oxo-1,6-dihydropyridazin-3-yl)pyrazin-2-yl)-1H-pyrazol-1-yl)methyl)-7-oxa-4-azaspiro[2.5]octane-4-carboxylate